N-(quinuclidin-3-yl)propanamide N12CC(C(CC1)CC2)NC(CC)=O